2-(1-Methyl-1H-pyrazol-4-yl)-5-{[(3R)-2-oxoazepan-3-yl]amino}[1,2,4]triazolo[1,5-c]quinazoline CN1N=CC(=C1)C1=NN2C(=NC=3C=CC=CC3C2=N1)N[C@H]1C(NCCCC1)=O